N-{(2S)-2-Amino-4-[{(1R)-1-[1-benzyl-4-(2,5-difluorophenyl)-1H-pyrrol-2-yl]-2,2-dimethylpropyl}(glycoloyl)amino]butanoyl}-beta-alanyl-L-glutamic acid N[C@H](C(=O)NCCC(=O)N[C@@H](CCC(=O)O)C(=O)O)CCN(C(CO)=O)[C@H](C(C)(C)C)C=1N(C=C(C1)C1=C(C=CC(=C1)F)F)CC1=CC=CC=C1